C(C)(C)N1N=C(C=C1)C=1C(=C2C(=NC(=NN2C1)C=1N(C=CN1)C)O)C 6-(1-isopropyl-1H-pyrazol-3-yl)-5-methyl-2-(1-methyl-1H-imidazol-2-yl)pyrrolo[2,1-f][1,2,4]triazin-4-ol